tert-butyl 7-(1-((6-methoxy-2-methyl-2H-indazol-5-yl)carbamoyl)-2,3-dihydro-1H-pyrrolo[2,3-b]pyridin-4-yl)-4,7-diazaspiro[2.5]octane-4-carboxylate COC=1C(=CC2=CN(N=C2C1)C)NC(=O)N1CCC=2C1=NC=CC2N2CCN(C1(CC1)C2)C(=O)OC(C)(C)C